N1CC(C1)C1=CC=C(C=C1)N1N=C(C=C1)C(F)(F)F 1-[4-(azetidin-3-yl)phenyl]-3-(trifluoromethyl)pyrazole